para-cresolformaldehyde C1(=CC(=CC=C1O)C)C=O